N1=C2C=CC=C3C2=C(N=NC=2C4=CC=C(CC32)C4C(=O)[O-])N=N1 pentaaza-6,9-methanonaphtho[1,8-ab]heptalene-14-carboxylate